C(#N)C1C=CC(C1C#N)C(F)(F)F 3,4-dicyano-5-trifluoromethylcyclopentene